N1C(=CC2=CC=CC=C12)C(=O)[O-] 1H-indole-2-carboxylate